3-(2-[[(benzyloxy)carbonyl]amino]ethoxy)pyridine-4-carboxylic acid methyl ester COC(=O)C1=C(C=NC=C1)OCCNC(=O)OCC1=CC=CC=C1